ethyl (E)-3-(1-((3,5-bis(trifluoromethyl)benzyl)oxy)-2,3-dihydro-1H-inden-5-yl)acrylate FC(C=1C=C(COC2CCC3=CC(=CC=C23)/C=C/C(=O)OCC)C=C(C1)C(F)(F)F)(F)F